ClC=1C(=NC=CC1)C1CC1 3-chloro-2-cyclopropyl-pyridine